ClCCCCCCCC=CCCCCCCCCCl 1,17-dichloro-8-heptadecene